C(C)(C)(C)N(C(O)=O)C1=NC(=CC(=C1)C(C)=O)OC.COC(C(=C)C)=O.C(=C)C1=CC=CC=C1 ethenylbenzene methyl-2-methyl-2-propenoate tert-Butyl-(4-acetyl-6-methoxypyridin-2-yl)carbamate